(R)-1-(difluoromethylene)-5-(5-methyl-3-((1-methylpiperidin-3-yl)amino)-1,2,4-triazin-6-yl)-2,3-dihydro-1H-inden-4-ol FC(=C1CCC=2C(=C(C=CC12)C1=C(N=C(N=N1)N[C@H]1CN(CCC1)C)C)O)F